tris(1,6-dimethylphenyl)phosphorus CC1(CC=CC=C1C)P(C1(CC=CC=C1C)C)C1(CC=CC=C1C)C